N-(5-(5-((2-methylpyridin-4-yl)amino)-1H-benzo[d]imidazol-2-yl)pyridin-2-yl)-6-morpholinylquinolin-4-amine CC1=NC=CC(=C1)NC1=CC2=C(NC(=N2)C=2C=CC(=NC2)NC2=CC=NC3=CC=C(C=C23)N2CCOCC2)C=C1